1-cyclopropyl-6-fluoro-7-(1-acetyl-octahydro-6H-pyrrolo[3,4-b]pyridin-6-yl)-3-(4-methoxycinnamoyl)-8-methoxyquinolin-4(1H)-one C1(CC1)N1C=C(C(C2=CC(=C(C(=C12)OC)N1CC2N(CCCC2C1)C(C)=O)F)=O)C(C=CC1=CC=C(C=C1)OC)=O